ClC1=C2OC=3C=C(C=CC3C(C2=CC=C1)=O)N1C[C@@H]([C@H](C1)C=1C=NC=CC1)C(=O)O (3R,4S)-1-(5-chloro-9-oxo-xanthen-3-yl)-4-(3-pyridinyl)pyrrolidine-3-carboxylic acid